tert-butyl (8-(4-(((2-(2,6-dioxopiperidin-3-yl)-1,3-dioxoisoindolin-5-yl)amino)methyl)benzamido)octyl)carbamate O=C1NC(CCC1N1C(C2=CC=C(C=C2C1=O)NCC1=CC=C(C(=O)NCCCCCCCCNC(OC(C)(C)C)=O)C=C1)=O)=O